2-chloro-4-(4,4,5,5-tetramethyl-1,3,2-dioxaborolan-2-yl)aniline ClC1=C(N)C=CC(=C1)B1OC(C(O1)(C)C)(C)C